ethyl 3-hydroxybenzoate OC=1C=C(C(=O)OCC)C=CC1